(2-Aminobicyclo[4.2.0]oct-1(6),2,4-trien-3-yl)(cyclopropyl)methanone NC=1C=2CCC2C=CC1C(=O)C1CC1